4-((1r,5s)-3,8-diazabicyclo[3.2.1]oct-3-yl)-6,8-difluoro-2-((4-methoxy-1,3-dimethylpiperidin-3-ylmethoxy)quinazolin-7-yl)-5-ethynyl-6-fluoronaphthalen-2-ol [C@H]12CN(C[C@H](CC1)N2)C2=CC(C=C1C(=CC(C(=C21)C#C)(F)F)F)(O)C2=CC=C1C=NC(=NC1=C2)OCC2(CN(CCC2OC)C)C